C[C@@H]1O[C@@H](CN(C1)C(=O)C=1N=C(SC1)C1=C(C(=C(C(=C1)F)F)O)F)C ((2S,6R)-2,6-Dimethylmorpholino)(2-(2,4,5-trifluoro-3-hydroxyphenyl)thiazol-4-yl)methanone